p-tert-butylformanilide C(C)(C)(C)C1=CC=C(NC=O)C=C1